decamethyl-cyclopentasilazane C[Si]1(N[Si](N[Si](N[Si](N[Si](N1)(C)C)(C)C)(C)C)(C)C)C